FC=1C(=NC(=CC1)F)NC(N(CC1=NNC(=C1)C(F)(F)F)C=1C=NC(=NC1)OC)=O 3-(3,6-Difluoropyridin-2-yl)-1-(2-methoxypyrimidin-5-yl)-1-((5-(trifluoromethyl)-1H-pyrazol-3-yl)methyl)urea